6-(2,6-dichlorophenyl)-8-methyl-2-((6-((5-methylpyridin-3-yl)methoxy)pyridazin-3-yl)amino)pyrido[2,3-d]pyrimidin-7(8H)-one ClC1=C(C(=CC=C1)Cl)C1=CC2=C(N=C(N=C2)NC=2N=NC(=CC2)OCC=2C=NC=C(C2)C)N(C1=O)C